C(C=C)SC(=O)N1N=CC(=C1N)C1=C(C=CC=C1)C 1-[(2-propenyl-thio)formyl]-4-(2-methylphenyl)-5-amino-1H-pyrazol